The molecule is a member of the class of benzaldehydes consisting of benzaldehyde itself carrying a methoxy substituent at position 4. It has a role as an insect repellent, a human urinary metabolite, a plant metabolite and a bacterial metabolite. COC1=CC=C(C=C1)C=O